1-(sec-butyl-sulfonyl)-2-(5-(p-tolyl)-1H-imidazol-2-yl)piperidine C(C)(CC)S(=O)(=O)N1C(CCCC1)C=1NC(=CN1)C1=CC=C(C=C1)C